2-methyl-5-(6-(piperidine-1-carbonyl)naphthalen-1-yl)isoindolin-1-one CN1C(C2=CC=C(C=C2C1)C1=CC=CC2=CC(=CC=C12)C(=O)N1CCCCC1)=O